2,3,4,5-tetrahydrobenzo[b][1,4]oxazepine O1C2=C(NCCC1)C=CC=C2